6-acetyl-2-((3-aminopropyl)amino)-8-cyclopentyl-5-methylpyrido[2,3-d]pyrimidin-7(8H)-one C(C)(=O)C1=C(C2=C(N=C(N=C2)NCCCN)N(C1=O)C1CCCC1)C